NC1=CC(=C(C(=N1)C=1C(=C2C=3C(=NC=NC3C1)N(CCO2)CC2=CC=CC(N2)=O)Cl)C(F)(F)F)C 6-((9-(6-amino-4-methyl-3-(trifluoromethyl)pyridin-2-yl)-8-chloro-5,6-dihydro-4H-[1,4]oxazepino[5,6,7-de]quinazolin-4-yl)methyl)pyridin-2(1H)-one